C12CNCC(CC1)N2C=2SC=1CN(CCC1N2)C(=O)C2=CC(=CC=C2)OC(F)F (2-(3,8-diazabicyclo[3.2.1]octan-8-yl)-6,7-dihydrothiazolo[5,4-c]pyridin-5(4H)-yl)(3-(difluoromethoxy)phenyl)methanone